10-(2-hydroxypropyl)-1,4,7,10-tetraazacyclododecane OC(CN1CCNCCNCCNCC1)C